dec-4-ynal C(CCC#CCCCCC)=O